BrC=1C(=NN(C1)C)C(=O)N1[C@H](CN(CC1)CC(=O)C1=CC=C(C=C1)F)C 2-[(S)-4-(4-Bromo-1-methyl-1H-pyrazole-3-carbonyl)-3-methyl-piperazin-1-yl]-1-(4-fluoro-phenyl)-ethanone